(4-hydroxyphenyl)diphenyl-(propyl)phosphorus bromide OC1=CC=C(C=C1)P(CCC)(C1=CC=CC=C1)(C1=CC=CC=C1)Br